O1C(CCCC1)N1N=C(C2=C1COC2)C=O 1-(tetrahydro-2H-pyran-2-yl)-4,6-dihydro-1H-furo[3,4-c]pyrazole-3-carbaldehyde